C1=CC=C2C(=C1)C=CC(=O)C2=O Naphthalenedione